(2S,4r)-1-[(2S)-3,3-dimethyl-2-[4-[(4-phenylimidazol-1-yl)methyl]triazol-1-yl]butyryl]-4-hydroxy-N-methyl-pyrrolidine-2-carboxamide CC([C@@H](C(=O)N1[C@@H](C[C@H](C1)O)C(=O)NC)N1N=NC(=C1)CN1C=NC(=C1)C1=CC=CC=C1)(C)C